Benzyl ((1-(1,2,3,5,6,7-hexahydro-s-indacen-4-yl)-1H-pyrazol-3-yl)(2-(2-hydroxypropan-2-yl)thiazol-5-yl)methyl)carbamate C1CCC2=C(C=3CCCC3C=C12)N1N=C(C=C1)C(C1=CN=C(S1)C(C)(C)O)NC(OCC1=CC=CC=C1)=O